C(=C)[SiH]1[SiH]([SiH]([SiH]([SiH]([SiH]1C=C)C=C)C=C)C=C)C=C hexavinylcyclohexasilane